FC1=C(C=CC=C1)C1=CC(=CN1S(=O)(=O)C1=CC(=CC=C1)NS(=O)(=O)C=1C=NN(C1)C)CN(C(OC(C)(C)C)=O)C tert-butyl N-{[5-(2-fluorophenyl)-1-[3-(1-methyl-1H-pyrazole-4-sulfonylamino) benzenesulfonyl]-1H-pyrrol-3-yl] methyl}-N-methylcarbamate